C(C)OC1=NN(C(=C1C)NC(=O)N[C@@H]1CN(C[C@H]1C1=CC(=CC=C1)F)CCOC)C1=CC=CC=C1 1-(3-ethoxy-4-methyl-1-phenyl-1H-pyrazol-5-yl)-3-((3S,4R)-4-(3-fluorophenyl)-1-(2-methoxyethyl)pyrrolidin-3-yl)urea